O=S1(NC(=NC2=C1C=CC=C2)CCC(=O)NCCC2=CC=C(C=C2)S(N)(=O)=O)=O 3-(1,1-dioxido-2H-benzo[e][1,2,4]thiadiazin-3-yl)-N-(4-sulfamoylphenethyl)propanamide